C[C@@H]1N(CCCC1)C(=O)C=1N=C(SC1)C(=O)N 4-((S)-2-methylpiperidine-1-carbonyl)thiazole-2-carboxamide